IC1=C(N)C=CC(=C1)I 2,4-diiodoaniline